(1-(2-(pyridin-3-yl)-6-(2,4,6-trifluorophenyl)pyrimidin-4-yl)piperidin-4-yl)methanol N1=CC(=CC=C1)C1=NC(=CC(=N1)N1CCC(CC1)CO)C1=C(C=C(C=C1F)F)F